pentaerythritol phosphite P(O)(O)OCC(CO)(CO)CO